2-[1-methyl-2-pyrrolidin-1-yl-ethyl]-5-[(3S)-3-methyl-1,2,3,4-tetrahydropyridin-6-yl]-1,3-benzothiazole CC(CN1CCCC1)C=1SC2=C(N1)C=C(C=C2)C2=CC[C@@H](CN2)C